P(O)(O)O.P(O)(O)O.OC1=CC=C(C=C1)C(C)(C)C1=CC=C(C=C1)O bisphenol A bisphosphite